C1(=CC=CC=C1)C1N(OCC1)C1=NC(=NC=C1C(F)(F)F)NC1CCNCC1 4-(3-phenylisooxazolidin-2-yl)-N-(piperidin-4-yl)-5-(trifluoromethyl)pyrimidin-2-amine